tert-Butyl 4-(6-chloro-7-(2-fluorophenyl)-1-neopentyl-2-oxo-1,2-dihydro-1,8-naphthyridin-4-yl)piperazine-1-carboxylate ClC=1C=C2C(=CC(N(C2=NC1C1=C(C=CC=C1)F)CC(C)(C)C)=O)N1CCN(CC1)C(=O)OC(C)(C)C